N-(5-cyclopropylpiperidin-3-yl)carbamic acid tert-butyl ester C(C)(C)(C)OC(NC1CNCC(C1)C1CC1)=O